(1R,2S)-N-(4-(2,6-dimethoxyphenyl)-5-(5-methyl-3-pyridinyl)-4H-1,2,4-triazol-3-yl)-1-hydroxy-1-(5-methyl-2-pyrazinyl)-2-propanesulfonamide COC1=C(C(=CC=C1)OC)N1C(=NN=C1C=1C=NC=C(C1)C)NS(=O)(=O)[C@H]([C@@H](C1=NC=C(N=C1)C)O)C